O=C1NOCC1N1NC=CC1 N-(3-oxoisoxazolidin-4-yl)pyrazoline